(1R,2S,4r)-4-aminocyclopentane-1,2-diol C1[C@H]([C@H](CC1N)O)O